5-bromo-6-chloro-3-(4-methoxybenzyl)-2-methylpyrido[3,4-d]pyrimidin-4(3H)-one BrC1=C(N=CC=2N=C(N(C(C21)=O)CC2=CC=C(C=C2)OC)C)Cl